NC=1SC=2C(=CC=3CCN(C3C2)C(C(F)(F)F)=O)N1 1-(2-amino-6,7-dihydro-5H-thiazolo[4,5-f]indol-5-yl)-2,2,2-trifluoroethan-1-one